1-(tert-butyl) 2-methyl (2S,4R)-4-(4-((benzyloxy)carbonyl) piperazin-1-yl)pyrrolidine-1,2-dicarboxylate C(C1=CC=CC=C1)OC(=O)N1CCN(CC1)[C@@H]1C[C@H](N(C1)C(=O)OC(C)(C)C)C(=O)OC